6-[4-[3-(methylamino)propanoyl]-2,3,3a,5,6,6a-hexahydropyrrolo[3,2-b]pyrrol-1-yl]pyridine-3-carbonitrile hydrochloride Cl.CNCCC(=O)N1CCC2N(CCC21)C2=CC=C(C=N2)C#N